C1(=CC=CC=C1)C=1OC2=C(C(=C(C=3C2=C(C1C1=CC=CC=C1)C=CC3)C3=CC=CC=C3)C3=CC=CC=C3)C=3NCCCN3 2-(2,3,7,8-tetraphenylbenzo[de]chromen-9-yl)-1,4,5,6-tetrahydropyrimidine